ClC=1C=C(C=CC1)C=1C(=CN(C1)C1COC1)C(=O)NCC(=O)N1CC(C1)(C)F 4-(3-chlorophenyl)-N-[2-(3-fluoro-3-methyl-azetidin-1-yl)-2-oxo-ethyl]-1-(oxetan-3-yl)pyrrole-3-carboxamide